1-(4-(2-(4-bromophenyl)propan-2-yl)thiazol-2-yl)-3-((2-(piperazin-1-yl)pyrimidin-4-yl)methyl)urea BrC1=CC=C(C=C1)C(C)(C)C=1N=C(SC1)NC(=O)NCC1=NC(=NC=C1)N1CCNCC1